C(C=C)O[C@H]1C[C@H](N(C1)C(=O)OC(C)(C)C)C(=O)OC 1-(tert-butyl) 2-methyl (2S,4S)-4-(allyloxy)pyrrolidine-1,2-dicarboxylate